4-(3-methoxyazetidin-1-yl)-N2,N2,N6,N6-tetrakis(2-methoxyethyl)-8-(4-methoxypiperidin-1-yl)pyrimido[5,4-d]pyrimidine-2,6-diamine COC1CN(C1)C=1C2=C(N=C(N1)N(CCOC)CCOC)C(=NC(=N2)N(CCOC)CCOC)N2CCC(CC2)OC